C(#N)CC(=O)N1C[C@@H]([C@@H](CC1)C)N(C=1C2=C(N=CN1)N(C=C2)C(=O)O)C 4-[[(3R,4R)-1-(2-cyanoacetyl)-4-methyl-3-piperidinyl]-methyl-amino]pyrrolo[2,3-d]pyrimidine-7-carboxylic acid